ClC1=C(C2=C(N=C1Cl)N(C=C2)C)C=O 5,6-dichloro-1-methyl-1H-pyrrolo[2,3-b]pyridine-4-carbaldehyde